platinum-cobalt-copper [Cu].[Co].[Pt]